ClC1=C(C(=O)N2COC3=C(C2)C=CC=C3C3=CC(=C(C=C3F)C3=NNC(O3)=O)N3C2COCC3CC2)C(=CC(=C1)N1[C@@H](CN(CC1)C)C)Cl 5-[4-[3-[2,6-Dichloro-4-[(2R)-2,4-dimethylpiperazin-1-yl]benzoyl]-2,4-dihydro-1,3-benzoxazin-8-yl]-5-fluoro-2-(3-oxa-8-azabicyclo[3.2.1]octan-8-yl)phenyl]-3H-1,3,4-oxadiazol-2-one